P(=O)(OC[C@]1(O[C@H]([C@@H]([C@@H]1O)O)C1=CC=C2C(=NC=NN21)N)C#N)(OC[C@H](COCCCCCCCCCCCCCCCC)OCC2=CC=CC=C2)O ((2R,3S,4R,5S)-5-(4-aminopyrrolo[2,1-f][1,2,4]triazin-7-yl)-2-cyano-3,4-dihydroxytetrahydrofuran-2-yl)methyl ((S)-2-(benzyloxy)-3-(hexadecyloxy)propyl) hydrogen phosphate